(3S,4S)-3-Amino-4-bromocyclopent-1-enecarboxylic acid hydrochloric acid salt Cl.N[C@H]1C=C(C[C@@H]1Br)C(=O)O